(S)-2-(tetrahydrofuran-2-yl)acetic acid O1[C@@H](CCC1)CC(=O)O